COC([C@@H](NC(=O)OC(C(F)(F)C1=CC(=CC=C1)Cl)C1=CC=CC=C1)CC1=CC=CC=C1)=O ((2-(3-chlorophenyl)-2,2-difluoro-1-phenylethoxy)carbonyl)-L-phenylalanine methyl ester